CCC=CCCCCCC=CCCCC Pentadecane-3,10-diene